4-(4-(4-(1,4-dioxa-8-azaspiro[4.5]decan-8-yl)phenyl)piperidin-1-yl)-2-(trifluoromethyl)benzonitrile O1CCOC12CCN(CC2)C2=CC=C(C=C2)C2CCN(CC2)C2=CC(=C(C#N)C=C2)C(F)(F)F